NC1=NNC2=CC=C(C(=C12)C)C1=C(C=C(C=C1)S(=O)(=O)NC1CCOCC1)C 4-(3-amino-4-methyl-1H-indazol-5-yl)-3-methyl-N-(tetrahydro-2H-pyran-4-yl)benzenesulfonamide